glycero-3-phosphoethanolamine triethylammonium salt C(C)[NH+](CC)CC.OCC(O)COP(=O)(O)OCCN